CN1C(C=C(C=C1)B1OC(C)(C)C(C)(C)O1)=O 1-methyl-pyridin-2(1H)-one-4-boronic acid pinacol ester